(1S,2S)-N,N'-bis(3,3-dimethylbutyl)-N,N'-dimethylcyclohexane-1,2-diamine CC(CCN([C@@H]1[C@H](CCCC1)N(C)CCC(C)(C)C)C)(C)C